2,2,4,4,6,6,8,8-octakis(aziridin-1-yl)-1,3,5,7-tetraza-2λ5,4λ5,6λ5,8λ5-tetraphosphacycloocta-1,3,5,7-tetraene N1(CC1)P1(=NP(=NP(=NP(=N1)(N1CC1)N1CC1)(N1CC1)N1CC1)(N1CC1)N1CC1)N1CC1